ClC=1C=C(C=CC1C(=O)NC=1C=NC(=C(C1)Cl)N1N=CC=N1)C1=C(C=C(C=C1)F)SC 3-chloro-N-(5-chloro-6-(2H-1,2,3-triazol-2-yl)pyridin-3-yl)-4'-fluoro-2'-(methylthio)-[1,1'-biphenyl]-4-carboxamide